5,6-dimethylpyrimidine-2-carboxylate CC=1C=NC(=NC1C)C(=O)[O-]